FC(OC=1C=C(C=CC1)N1C(CNCC1)=O)(F)F 1-(3-(Trifluoromethoxy)phenyl)piperazin-2-one